tris(pyrrolidino)phosphonium hexafluorophosphate F[P-](F)(F)(F)(F)F.N1(CCCC1)[PH+](N1CCCC1)N1CCCC1